Methyl 5-(4-fluorophenoxy)-1H-benzo[d]-imidazol-2-ylcarbamate FC1=CC=C(OC2=CC3=C(NC(=N3)NC(OC)=O)C=C2)C=C1